7-(1-hydroxyethyl)-2-(1-tritylpyrazol-4-yl)-12-oxa-3-thia-6-azatricyclo[6.4.1.04,13]trideca-1,4(13),7-trien-5-one OC(C)C=1NC(C=2SC(=C3OCCCC1C32)C=3C=NN(C3)C(C3=CC=CC=C3)(C3=CC=CC=C3)C3=CC=CC=C3)=O